(R)-6-oxooctahydro-2H-pyrido[1,2-a]pyrazin O=C1CCC[C@H]2N1CCNC2